2-[(4-{6-[(4-cyano-2-fluorobenzyl)oxy]pyridin-2-yl}piperidin-1-yl)methyl]-1-[(2S)-tetrahydrofuran-2-ylmethyl]-1H-benzimidazole-6-carboxylic acid C(#N)C1=CC(=C(COC2=CC=CC(=N2)C2CCN(CC2)CC2=NC3=C(N2C[C@H]2OCCC2)C=C(C=C3)C(=O)O)C=C1)F